CO[C@H]1OCCC[C@]12[C@@H](C=C(CC2)C)C |r| (±)-(1S*,6R*,7R*)-1-methoxy-7,9-dimethyl-2-oxaspiro[5.5]undec-8-ene